(S)-3-(3-allyl-phenyl)-2-aminopropanoic acid C(C=C)C=1C=C(C=CC1)C[C@@H](C(=O)O)N